[OH-].[OH-].[OH-].[In+3].[Mn+2] manganese indium trihydroxide